(2S,4S)-1-[2-[4-[(2-Chloro-6-morpholino-4-pyridyl)amino]-1-piperidyl]acetyl]-4-fluoro-pyrrolidin-2-carbonitril ClC1=NC(=CC(=C1)NC1CCN(CC1)CC(=O)N1[C@@H](C[C@@H](C1)F)C#N)N1CCOCC1